ClC=1N=CC2=C(C=CC(=C2C1)C(C)C)C1CC(C1)CO (3-(3-chloro-5-isopropylisoquinolin-8-yl)cyclobutyl)methanol